tert-butyl (4'-(2-(3-(but-3-yn-1-yl)-3H-diazirin-3-yl)ethoxy)-[1,1'-biphenyl]-4-yl)carbamate C(CC#C)C1(N=N1)CCOC1=CC=C(C=C1)C1=CC=C(C=C1)NC(OC(C)(C)C)=O